(2-(2,6-dioxopiperidin-3-yl)-5-fluoro-1,3-dioxoisoindolin-4-yl)sulfur O=C1NC(CCC1N1C(C2=CC=C(C(=C2C1=O)[S])F)=O)=O